ClC1=C(C=CC=C1C1=NC(=C(C=C1)CNCCC(C)(C)O)OC)C1=C(C(=CC=C1)NC(=O)C=1C(N(C(N(C1)C)=O)C)=O)C N-(2'-chloro-3'-(5-(((3-hydroxy-3-methylbutyl)amino)methyl)-6-methoxypyridin-2-yl)-2-methyl-[1,1'-biphenyl]-3-yl)-1,3-dimethyl-2,4-dioxo-1,2,3,4-tetrahydropyrimidine-5-carboxamide